CC([Sn](C)(OC(CCCCCC(C)(C)C)=O)OC(CCCCCC(C)(C)C)=O)C dimethyl-bis[(neodecanoyl)oxy]dimethyltin